BrC(C(C)=O)Br dibromoacetone